(R) or (S)-4-((methylamino)methyl)-N'-((2,4,5,6-tetrahydro-1H-cyclobuta[f]inden-3-yl)carbamoyl)thiophene-2-sulfonimidamide CNCC=1C=C(SC1)[S@@](=O)(N)=NC(NC1=C2C(=CC=3CCCC13)CC2)=O |o1:8|